CC1=C(C(=CC=C1)OC1=CC=CC=C1)O 2-methyl-6-phenoxyphenol